(1-(2-(1,1-difluoroethyl)pyrimidin-4-yl)-3-(2-methyl-4-(methylamino)pyrrolidin-1-yl)-1H-pyrazolo[4,3-c]pyridin-6-yl)acetamide FC(C)(F)C1=NC=CC(=N1)N1N=C(C=2C=NC(=CC21)CC(=O)N)N2C(CC(C2)NC)C